Amino-propyl-tri-methoxy-silane NCO[Si](OC)(OC)CCC